(2R)-3-(((2,3-bis((3-((tert-butoxycarbonyl) (isopropyl)amino)propanoyl)oxy)propoxy)(hydroxy)phosphoryl)oxy)propane-1,2-diyl ditetradecanoate C(CCCCCCCCCCCCC)(=O)OC[C@H](COP(=O)(O)OCC(COC(CCN(C(C)C)C(=O)OC(C)(C)C)=O)OC(CCN(C(C)C)C(=O)OC(C)(C)C)=O)OC(CCCCCCCCCCCCC)=O